OC(C)(C)C1=CC=C(C(=N1)NC1=NNC2=CC(=CC=C12)[C@@H]1C[C@@]12C(NC1=CC=C(C=C21)OC)=O)OC (1R,2S)-2-(3-{[6-(2-hydroxy-prop-2-yl)-3-methoxypyridin-2-yl]amino}-1H-indazol-6-yl)-5'-methoxy-1'H-spiro[cyclopropan-1,3'-indol]-2'-one